ethyl 5-cyanoimidazo[1,2-a]pyridine-7-carboxylate C(#N)C1=CC(=CC=2N1C=CN2)C(=O)OCC